4-[[5-(2-oxo-1H-imidazo[4,5-b]pyridin-3-yl)-2-pyridyl]oxy]-3-(trifluoromethyl)benzonitrile O=C1NC=2C(=NC=CC2)N1C=1C=CC(=NC1)OC1=C(C=C(C#N)C=C1)C(F)(F)F